FC(N1C(=NC2=C1C=CC=C2)N2CCC(CC2)OC=2C=C1C=NN(C1=CC2F)C2=CC(=CC=C2)C(F)(F)F)F 5-((1-(1-(difluoromethyl)-1H-benzo[d]imidazol-2-yl)piperidin-4-yl)oxy)-6-fluoro-1-(3-(trifluoromethyl)phenyl)-1H-indazole